The molecule is a member of the class of 3-nitroanisoles that is anisole in which one of the hydrogens meta to the methoxy group is replaced by a nitro group. COC1=CC=CC(=C1)[N+](=O)[O-]